C(C)OC(=O)C1=CC2=C(N=C(N2CC2(CC2)CF)CN2CCC(CC2)C=2C=CC=C3C(=CC(OC23)C2=C(C=C(C=C2)Cl)F)F)C=C1 2-[[4-[2-(4-chloro-2-fluoro-phenyl)-4-fluoro-2H-chromen-8-yl]-1-piperidinyl]methyl]-3-[[1-(fluoromethyl)cycloPropyl]methyl]benzimidazole-5-carboxylic acid ethyl ester